N-((4-methoxyphenyl)(3-phenylbicyclo[1.1.1]pentan-1-yl)methyl)-2-methylpropane-2-sulfinamide COC1=CC=C(C=C1)C(NS(=O)C(C)(C)C)C12CC(C1)(C2)C2=CC=CC=C2